S1N=C(N=C1S)S 1,2,4-thiadiazole-3,5-dithiol